tert-butyl N-[(1S)-2-[4-bromo-3-chloro-2-(3-fluoropyridine-2-carbonyl)anilino]-1-methyl-2-oxo-ethyl]carbamate BrC1=C(C(=C(NC([C@H](C)NC(OC(C)(C)C)=O)=O)C=C1)C(=O)C1=NC=CC=C1F)Cl